S1C=C(C=C1)N1CC(C1)CO (1-(thiophen-3-yl)azetidin-3-yl)methanol